N-(5-(5-chloro-2-methoxyphenyl)-1-(2-hydroxy-3-methylbutyl)-1H-pyrazol-4-yl)pyrazolo[1,5-a]pyrimidine-3-carboxamide ClC=1C=CC(=C(C1)C1=C(C=NN1CC(C(C)C)O)NC(=O)C=1C=NN2C1N=CC=C2)OC